C1(=CC(=CC=C1)C1=NN(C=C1)CCN1CCOCC1)C1=CC=CC=C1 4-(2-(3-([1,1'-biphenyl]-3-yl)-1H-pyrazol-1-yl)ethyl)morpholine